C[C@@H]1C(N(C(N1)=O)C1=CC=C(C=C1)OC1=CC(=C(C=C1)C)OC)=O (5R)-5-methyl-3-(4-{[4-methyl-3-(methyloxy)phenyl]oxy}phenyl)-2,4-imidazolidinedione